tetraphenylphosphonium 4,4'-sulfonyldiphenol salt S(=O)(=O)(C1=CC=C(C=C1)O)C1=CC=C(C=C1)O.C1(=CC=CC=C1)[P+](C1=CC=CC=C1)(C1=CC=CC=C1)C1=CC=CC=C1